C(CCC\C=C/CC)OC(CCC(=O)OCCCCCCCNCCCCCCCOC(CCC(OCCCC\C=C/CC)OCCCC\C=C/CC)=O)OCCCC\C=C/CC azanediylbis(heptane-7,1-diyl) bis(4,4-bis(((Z)-oct-5-en-1-yl) oxy) butyrate)